[O-]CCC.[O-]CCC.[O-]CCC.[O-]CCC.[Zr+4] zirconium (IV) tetra-n-propoxide